C(C1=CC=CC=C1)C(C(=O)NC=1C=NC2=C(C=CC=C2C1C)F)(CC(F)(F)F)C 2-benzyl-4,4,4-trifluoro-N-(8-fluoro-4-methyl-3-quinolinyl)-2-methyl-butyramide